methyl 6-(hydroxymethyl)-4-methylpyridinecarboxylate OCC1=CC(=CC(=N1)C(=O)OC)C